5-chloro-2-(dibenzo[B,d]thiophen-1-yl)aniline (4,4-dimethylcyclohexen-1-yl)trifluoromethanesulfonate CC1(CC=C(CC1)OS(=O)(=O)C(F)(F)F)C.ClC=1C=CC(=C(N)C1)C1=CC=CC=2SC3=C(C21)C=CC=C3